NC1CN(CC1)C1=CC=C(CNC(=O)NC=2SC=C(N2)C(C)(C)C2=CC=C(C=C2)OC)C=C1 1-(4-(3-aminopyrrolidin-1-yl)benzyl)-3-(4-(2-(4-methoxyphenyl)propan-2-yl)thiazol-2-yl)urea